C1(CCCCC1)NC=1N=CC2=C(N1)C(=CS2)C2=CN=CS2 N-cyclohexyl-7-(thiazol-5-yl)thieno[3,2-d]pyrimidin-2-amine